O[C@@H]([C@H](CO[C@@H]1[C@@H]([C@H]([C@H]([C@H](C1)CO)O)O)O)NC(=O)NCCCCCCCCCCCCCCCCCCCCCCCC)[C@@H](CCCCCCCCCCCCCC)O 1-((2S,3S,4R)-3,4-dihydroxy-1-{[(1S,2R,3S,4S,5R)-2,3,4-trihydroxy-5-(Hydroxymethyl)cyclohexyl]oxy}octadecane-2-yl)-3-tetracosylurea